FC1=C(OC=2C(=NC(=CC2)N=S(=O)(C)C)C=2C3=C(C(N(C2)C)=O)N(C=C3)C(=O)OC(C)(C)C)C=CC(=C1)F Tert-butyl 4-{3-(2,4-difluorophenoxy)-6-{[dimethyl(oxo)-λ6-sulfaneylidene]amino}-pyridin-2-yl}-6-methyl-7-oxo-6,7-dihydro-1H-pyrrolo[2,3-c]pyridine-1-carboxylate